Methyl (3R)-3-((tert-butoxycarbonyl)amino)-2-((1-(2-hydroxyethyl)cyclobutyl)methyl)butanoate C(C)(C)(C)OC(=O)N[C@@H](C(C(=O)OC)CC1(CCC1)CCO)C